C(C)(C)(C)C=1C(=C(C2=CC=CC=C2C1)S(=O)(=O)O)C(C)(C)C di(t-butyl)naphthalenesulfonic acid